C(C1=CC=CC=C1)OC1=CC=C(OCCCCCCNC2CCCC2)C=C1 N-(6-(4-(benzyloxy)phenoxy)hexyl)cyclopentylamine